2-(2,4-Difluorobenzyl)-2,4,5,6-tetrahydropyrrolo[3,4-c]pyrazole FC1=C(CN2N=C3C(=C2)CNC3)C=CC(=C1)F